tert-butyl (4R)-4-((4-(tert-butoxycarbonyl)-5-oxo-4-azaspiro[2.4]hept-6-yl) ((methylsulfonyl) oxy) methyl)-2,2-dimethyloxazolidine-3-carboxylate C(C)(C)(C)OC(=O)N1C2(CC2)CC(C1=O)C([C@@H]1N(C(OC1)(C)C)C(=O)OC(C)(C)C)OS(=O)(=O)C